FC(C(=O)O)(F)F.FC1=CC=C(OC2=CC=C(C(=O)N3CCC(CC3)C3=CC(=C(N=N3)N)C)C=C2)C=C1 6-{1-[4-(4-fluorophenoxy)benzoyl]piperidin-4-yl}-4-methylpyridazin-3-amine trifluoroacetate